7-(4-chlorophenyl)-5-(2-(4-chlorophenyl)-2-hydroxyethyl)-2-methylthiazolo[4,5-d]pyridazin-4(5H)-one ClC1=CC=C(C=C1)C=1C2=C(C(N(N1)CC(O)C1=CC=C(C=C1)Cl)=O)N=C(S2)C